ClC1=C(C=C(C#N)C(=C1)OC1CC(C1)=C(F)F)F 4-chloro-6-(3-(difluoromethylene)cyclobutoxy)-m-fluorobenzonitrile